C(CCCCCCCCC(C)C)N(CCC(=O)[O-])CCC(=O)[O-].[Na+].[Na+] sodium isododecyliminodipropionate